C1=NC=CC2=C1SC1=C2C=CC=C1 benzo[4,5]Thieno[2,3-c]Pyridine